NCC(OCC(=O)O)C1=CC=C(C=C1)C1=C(C=C(C=C1)C#N)OC1=NC(=NC(=C1)N1CCOCC1)C 2-[2-amino-1-[4-[4-cyano-2-(2-methyl-6-morpholin-4-ylpyrimidin-4-yl)oxyphenyl]phenyl]ethoxy]acetic acid